Tetraethylene Glycol Di-n-Heptanoate C(CCCCCC)(=O)OCCOCCOCCOCCOC(CCCCCC)=O